3,5-dichloro-N-octylaniline ClC=1C=C(NCCCCCCCC)C=C(C1)Cl